L-serinamide N[C@@H](CO)C(=O)N